C1[C@H](CCC2=CC=CC=C12)NC(N)=N 3-((S)-1,2,3,4-tetrahydronaphthalen-2-yl)guanidine